ClC=1C(=C(C=CC1)C1(CN(CC1)C(=O)OC(C)(C)C)NC1=CC(=C2C=CC=NC2=C1)OC)C tert-butyl 3-(3-chloro-2-methylphenyl)-3-[(5-methoxyquinolin-7-yl) amino]pyrrolidine-1-carboxylate